4-hexadecyloxy-2,2,6,6-tetramethylpiperidin-1-ol C(CCCCCCCCCCCCCCC)OC1CC(N(C(C1)(C)C)O)(C)C